vinylethylamino-triethoxysilane C(=C)CCN[Si](OCC)(OCC)OCC